C(CCCCCC\C=C/CC=CCC=CCCCCC)(=O)OC methyl cis-8,11,14-eicosatrienoate